6-Methyl-1,2,3,4-tetrahydroquinoline-7-carboxylic acid CC=1C=C2CCCNC2=CC1C(=O)O